C(C)(=O)N1[C@H]([C@H](CCC1)NS(=O)(=O)C)COC1CCC(CC1)OCC1CC1 N-(cis-1-acetyl-2-(((4-(cyclopropylmethoxy)cyclohexyl)-oxy)methyl)piperidin-3-yl)methane-sulfonamide